2H-[1,2,3]Triazole N=1NN=CC1